3-(4-methyl-5-oxo-1-phenylpyrrolidin-3-yl)urea CC1C(CN(C1=O)C1=CC=CC=C1)NC(N)=O